(2-(3-(trifluoromethyl)-1H-1,2,4-triazol-1-yl)phenyl)methanone FC(C1=NN(C=N1)C1=C(C=CC=C1)C=O)(F)F